BrCC1=CC(=CC(=C1)OC)Cl 1-(bromomethyl)-3-chloro-5-methoxybenzene